[C].C1(=CC=CC=C1)C=CC1=CC=CC=C1 stilbene carbon